Nona-2-Yl-Methanol CC(CCCCCCC)CO